O1CCN(CC1)C1=CC=C(C=C1)NC=1N=CC2=C(N1)C(=CS2)C=2C=C(C=CC2)CO (3-(2-(4-morpholinophenylamino)thieno[3,2-d]pyrimidin-7-yl)phenyl)methanol